O1CCO1 oxyethyleneether